(S)-8-chloro-6-(((1-(1-(difluoromethyl)cyclopropyl)-1H-1,2,3-triazol-4-yl)(6-fluoro-2-methylpyridin-3-yl)methyl)amino)-5-fluoro-4-(neopentylamino)quinoline-3-carbonitrile ClC=1C=C(C(=C2C(=C(C=NC12)C#N)NCC(C)(C)C)F)N[C@@H](C=1C(=NC(=CC1)F)C)C=1N=NN(C1)C1(CC1)C(F)F